2-methylene-1,3,6-trioxocan C=C1OCCOCCO1